N-(3-methoxypropyl)-N-methyl-carbamoyl chloride COCCCN(C(=O)Cl)C